COC1=CC=C(C=C1)C(OCCC(C=CC=CC=CC(CC=CCC)O)O)(C1=CC=CC=C1)C1=CC=C(C=C1)OC 1-[bis(4-methoxyphenyl)(phenyl)methoxy]pentadeca-4,6,8,12-tetraene-3,10-diol